(S)-4-nitrophenyl-2-(tert-butoxycarbonylamino)-3-methylbutyrate [N+](=O)([O-])C1=CC=C(C=C1)OC([C@H](C(C)C)NC(=O)OC(C)(C)C)=O